N-[5-(4,5,6,6a-tetrahydro-3aH-cyclopenta[d]isoxazol-3-yl)-2,4-dimethyl-phenyl]-1,1,1-trifluoro-methanesulfonamide O1N=C(C2C1CCC2)C=2C(=CC(=C(C2)NS(=O)(=O)C(F)(F)F)C)C